(S)-5-benzyl-N-(5-methyl-4-oxo-2,3,4,5-tetrahydropyrido[3,2-b][1,4]oxazepin-3-yl)thiazole-2-carboxamide C(C1=CC=CC=C1)C1=CN=C(S1)C(=O)N[C@@H]1C(N(C2=C(OC1)C=CC=N2)C)=O